OC1=C(C(=CC=C1)OC)C(\C=C\C1=CC(=CC=C1)N=O)=O (E)-1-(2-Hydroxy-6-methoxyphenyl)-3-(3-nitrosophenyl)prop-2-en-1-one